COC(=O)[C@@H]1N(CC(N(C1)CC1=CC=C(C(=O)O)C=C1)=O)C (R)-4-((5-(methoxycarbonyl)-4-methyl-2-oxopiperazin-1-yl)methyl)benzoic acid